pentaerythritol triisostearate C(CCCCCCCCCCCCCCC(C)C)(=O)OCC(COC(CCCCCCCCCCCCCCC(C)C)=O)(COC(CCCCCCCCCCCCCCC(C)C)=O)CO